SC(CCCCC(=O)O)CCS 6,8-dimercaptooctanoic acid